BrC1=C2C=NN(C2=CC(=C1C)C)C1OCCCC1 4-bromo-5,6-dimethyl-1-tetrahydropyran-2-yl-indazole